C1(=CC=CC=C1)[C@H]1CC[C@H](CC1)OC[C@@H]1N(CC[C@@H]1NS(=O)(=O)C)C=1N=C(SC1)C1=CC=NC=C1 N-((CIS)-2-((((CIS)-4-phenylcyclohexyl)oxy)methyl)-1-(2-(pyridin-4-yl)thiazol-4-yl)pyrrolidin-3-yl)methanesulfonamide